OC1(CCC1)C=1C=NC(=NC1)N1CCN(CC1)C(CCOC[C@H](C)NC1=C(C(NN=C1)=O)C(F)(F)F)=O (S)-5-((1-(3-(4-(5-(1-hydroxycyclobutyl)pyrimidin-2-yl)piperazin-1-yl)-3-oxopropoxy)-propan-2-yl)amino)-4-(trifluoromethyl)pyridazin-3(2H)-one